glycine dioctanoamide C(CCCCCCC)(=O)N.C(CCCCCCC)(=O)N.NCC(=O)O